[N+](=O)([O-])C1=CC=C(OC(=O)NC=2C=NN(C2)C(=O)O)C=C1.ClC=1C=C(C=C(C1)NS(=O)(=O)C)NC(=O)C=1SC=C(C1)C1=NC=CC=C1OC1=NC=CC=N1 N-(3-chloro-5-methanesulfonamidophenyl)-4-[3-(pyrimidin-2-yloxy)pyridin-2-yl]thiophene-2-carboxamide 4-(((4-nitrophenoxy)carbonyl)amino)-1H-pyrazole-1-carboxylate